FC1=CC=CC2=C1NC(O2)=S 4-Fluorobenzo[d]oxazol-2(3H)-thione